4-(6-chloropyridin-3-yl)-6-(1-methyl-1H-pyrazol-4-yl)pyrazolo[1,5-a]pyrazine-3-carbonitrile ClC1=CC=C(C=N1)C=1C=2N(C=C(N1)C=1C=NN(C1)C)N=CC2C#N